C(=O)O.CN1C=NC2=C1C=CC=C2NC(=O)N2CCC=1C2=NC=CC1N1C[C@@H](NCC1)C (S)-N-(1-methyl-1H-benzo[d]imidazol-4-yl)-4-(3-methylpiperazin-1-yl)-2,3-dihydro-1H-pyrrolo[2,3-b]pyridine-1-carboxamide formate